N-[2-(dimethylamino)ethyl]-D-alaninamide CN(CCNC([C@H](N)C)=O)C